Cl.N1(N=CC=C1)CC1(CC(=NO1)CN)C(=O)OCC Ethyl 5-((1H-pyrazol-1-yl)methyl)-3-(aminomethyl)-4,5-dihydroisoxazole-5-carboxylate hydrochloride